4-(3-isopropyl-5-(piperidin-4-yl)-1H-indol-2-yl)-2-methylquinoline C(C)(C)C1=C(NC2=CC=C(C=C12)C1CCNCC1)C1=CC(=NC2=CC=CC=C12)C